(3-bromothiophen-2-yl)(4-(2-((2-nitrophenyl)amino)phenyl)piperazin-1-yl)methanone BrC1=C(SC=C1)C(=O)N1CCN(CC1)C1=C(C=CC=C1)NC1=C(C=CC=C1)[N+](=O)[O-]